IC1=C(C=CC(=C1)C(=O)OC)S(=O)(=O)CC1=NN(C=C1)C1CCN(CC1)C(=O)OC(C)(C)C tert-butyl 4-(3-(((2-iodo-4-(methoxycarbonyl) phenyl)sulfonyl)methyl)-1H-pyrazol-1-yl)piperidine-1-carboxylate